7,9-di-tert-butyl-1-oxospiro[4.5]decane-6,9-diene-2,8-dione C(C)(C)(C)C1=CC2(CCC(C2=O)=O)C=C(C1=O)C(C)(C)C